C(C)(C)(C)OC(C1=C(C=CC=C1)NC(C)C=1C=C(C=C2C(C(=C(OC12)C1=CC=CC=C1)C(F)(F)F)=O)C)=O.CC1=C(OC=C1)C(=O)N methyl-furoamide tert-Butyl-2-[1-[6-methyl-4-oxo-2-phenyl-3-(trifluoromethyl)chromen-8-yl]ethylamino]benzoate